3-(4-((9-isopropyl-2-(mesitylamino)-9H-purin-6-yl)amino)-1-oxoisoindolin-2-yl)piperidine-2,6-dione C(C)(C)N1C2=NC(=NC(=C2N=C1)NC1=C2CN(C(C2=CC=C1)=O)C1C(NC(CC1)=O)=O)NC1=C(C=C(C=C1C)C)C